C(CC)OC(CN(C)C(CCCCCCCCCCC)=O)=O lauroyl-sarcosine propyl ester